N-(8-(2-chloro-5-fluorophenyl)-3-(hydroxymethyl)-6-oxo-5,6,7,8-tetrahydroimidazo[1,5-a]pyrazin-1-yl)-3-fluoro-5-(trifluoromethyl)benzamide ClC1=C(C=C(C=C1)F)C1C=2N(CC(N1)=O)C(=NC2NC(C2=CC(=CC(=C2)C(F)(F)F)F)=O)CO